tert-butyl 4-[(E)-3-[7-amino-2-(2-hydroxyphenyl)imidazo[1,2-a]pyrimidin-6-yl]allyl]piperidine-1-carboxylate NC1=NC=2N(C=C1/C=C/CC1CCN(CC1)C(=O)OC(C)(C)C)C=C(N2)C2=C(C=CC=C2)O